O1CCC2=C1C=C(C=C2)C#N 2,3-dihydrobenzofuran-6-carbonitrile